ClC=1C=C(C=CC1)[C@H]1C[C@](C(N([C@@H]1C1=CC=C(C=C1)Cl)[C@H](CNS(=O)(=O)CC1=CC=CC=C1)C1CC1)=O)(C)CC(=O)O 2-((3R,5R,6S)-5-(3-chlorophenyl)-6-(4-chlorophenyl)-1-((S)-1-cyclopropyl-2-(phenylmethylsulfonamido)ethyl)-3-methyl-2-oxopiperidin-3-yl)acetic Acid